(1S,2S)-2-(3-((5-chlorobenzo[d]oxazol-2-yl)methyl)-2-imino-2,3-dihydro-1H-benzo[d]imidazol-1-yl)-1-phenylpropane-1,3-diol ClC=1C=CC2=C(N=C(O2)CN2C(N(C3=C2C=CC=C3)[C@H]([C@@H](O)C3=CC=CC=C3)CO)=N)C1